FC1=CC2=C(N[C@H](CN2)[C@@H](C2=CC=CC=C2)NCCC=2C=C(C=CC2OC)[C@@H](C(=O)O)C)N=C1 |o1:27| (S or R)-2-(3-(2-(((R)-((R)-7-fluoro-1,2,3,4-tetrahydropyrido[2,3-b]pyrazin-3-yl)(phenyl)methyl)amino)ethyl)-4-methoxyphenyl)propanoic acid